CC(CC(C(=O)N[C@@H](CC(=O)OC)C=1C=NC=C(C1)N1[C@H](CCCC1)C)N1C(C=C(C=C1)C)=O)C (3S)-methyl 3-(4-methyl-2-(4-methyl-2-oxopyridin-1(2H)-yl)pentanamido)-3-(5-((S)-2-methylpiperidin-1-yl)pyridin-3-yl)propanoate